C1(CC1)N(C(OC(C)(C)C)=O)C1CCN(CC1)C=1C=2N(C(=CC1)C(NC=1C(=C(C=3N(C1)C=C(N3)C)F)OC)=O)N=C(C2)OC tert-butyl N-cyclopropyl-N-[1-[7-[(8-fluoro-7-methoxy-2-methyl-imidazo[1,2-a]pyridin-6-yl)carbamoyl]-2-methoxy-pyrazolo[1,5-a]pyridin-4-yl]-4-piperidyl]carbamate